N1C(=NC2=C1C=CC=C2)CNC2=NC(=NC=1N2N=CC1C(C)C)N1CC(OCC1)(C)C N-(1H-benzimidazol-2-ylmethyl)-2-(2,2-dimethylmorpholin-4-yl)-8-(propan-2-yl)pyrazolo[1,5-a][1,3,5]triazin-4-amine